BrC1=CC2=C(N=C(S2)Cl)C(=C1)OC 6-bromo-2-chloro-4-methoxy-1,3-benzothiazole